FC1(CCC(CC1)C(C=1N=C2N(N=C(C=N2)CC2C(NCC(C2)C(F)(F)F)=O)C1)NC(OCC1=CC=CC=C1)=O)F benzyl ((4,4-difluorocyclohexyl)(2-((2-oxo-5-(trifluoromethyl)piperidin-3-yl)methyl)imidazo[1,2-b][1,2,4]triazin-6-yl)methyl)carbamate